C(C)(C)(C)C=1C=C2C(=NC1C(=O)NC)C(=NN2C2CCOCC2)N(C)C2=CC=C(C=C2)Cl tert-Butyl-3-[(4-chlorophenyl)(methyl)amino]-N-methyl-1-(oxan-4-yl)pyrazolo[4,3-b]pyridine-5-carboxamide